ClC1=NC(=C(C(=C1F)C=O)OC)N1CCOCC1 2-chloro-3-fluoro-5-methoxy-6-(morpholin-4-yl)pyridine-4-carbaldehyde